C(C)(C)(C)OC(=O)N1CC(CCC1)(C(=O)O)OC 1-(tert-butoxycarbonyl)-3-methoxypiperidine-3-carboxylic acid